3-(2-(5-(Trifluoromethyl)isoxazol-3-yl)vinyl)azetidine-1-carboxylic acid tert-butyl ester C(C)(C)(C)OC(=O)N1CC(C1)C=CC1=NOC(=C1)C(F)(F)F